CN1[C@H](CCC1)CNC(=O)C1=CC=CC(=N1)C=1C=NC=CC1 N-{[(2R)-1-methylpyrrolidin-2-yl]methyl}-[2,3'-bipyridine]-6-carboxamide